N1CCS(CC1)(=O)=O 1λ6-thiomorpholin-1,1-dione